C(CCCCCCC)C=1SC2=C(C1)C=CC=C2CCCCCCCC 2,7-dioctyl[1]benzothiophene